CC(C(C(=O)OCC)=O)C(C1=CC=CC=C1)=O ethyl 3-methyl-2,4-dioxo-4-phenylbutyrate